COCN1CN(CC1)COC 1,3-dimethoxymethylimidazolidine